COC1=C(C=NC2=CC=C(N=C12)C=1C(=NNC1)C1=NC(=CC=C1)C)C=1C=NN(C1)CCNC 2-[4-[4-methoxy-6-[3-(6-methyl-2-pyridyl)-1H-pyrazol-4-yl]-1,5-naphthyridin-3-yl]pyrazol-1-yl]-N-methyl-ethanamine